CC1=C(C=CC(=C1)N1CCN(CC1)C)NC1=NC=C(C(=N1)NCCCN1CCOCCC1=O)C(F)(F)F 4-(3-((2-((2-methyl-4-(4-methylpiperazin-1-yl)phenyl)amino)-5-(trifluoromethyl)pyrimidin-4-yl)amino)propyl)-1,4-oxazepan-5-one